CC=1C(N(C(C1C)=O)NC1=NC(=CC=C1)C1=CC(=CC=C1)C(F)(F)F)=O 3,4-dimethyl-1-({6-[3-(trifluoromethyl)phenyl](2-pyridyl)}amino)azoline-2,5-dione